BrC1=NC(=CC(=C1)C1C2CCC(CO1)N2C(=O)OC(C)(C)C)Cl endo-tert-butyl 2-(2-bromo-6-chloropyridin-4-yl)-3-oxa-8-azabicyclo[3.2.1]octane-8-carboxylate